(Z)-2-(4-chloro-2-trifluoromethylbenzylidene)-6-hydroxybenzofuran-3(2H)-one ClC1=CC(=C(\C=C\2/OC3=C(C2=O)C=CC(=C3)O)C=C1)C(F)(F)F